1-(3-(4-chloro-3,5-dimethylphenoxy)propyl)-4-((3-chloro-4-ethynylbenzyl)(m-tolyl)amino)-1H-pyrrole-2-carboxylic acid ClC1=C(C=C(OCCCN2C(=CC(=C2)N(C=2C=C(C=CC2)C)CC2=CC(=C(C=C2)C#C)Cl)C(=O)O)C=C1C)C